C[Si](OC)(CC)C di(methyl)ethyl-(methoxy)silane